N-(4-{[6-(5-chloro-2,4-difluorophenyl)-3-methylpyridazin-4-yl]amino}pyridin-2-yl)-3-(4-methylpiperazin-1-yl)propenamide ClC=1C(=CC(=C(C1)C1=CC(=C(N=N1)C)NC1=CC(=NC=C1)NC(C=CN1CCN(CC1)C)=O)F)F